cholest-5-ene-3,4-diol CC(C)CCC[C@@H](C)[C@H]1CC[C@H]2[C@@H]3CC=C4C(C(CC[C@]4(C)[C@H]3CC[C@]12C)O)O